((1r,2r)-2-hydroxy-4,4-dimethyl-1,2,3,4-tetrahydronaphthalen-1-yl)-3-(2-phenylpyridin-3-yl)urea O[C@H]1[C@@H](C2=CC=CC=C2C(C1)(C)C)NC(=O)NC=1C(=NC=CC1)C1=CC=CC=C1